ClC1=C2C(=NC=C1)NC(=C2)C=2SC(=CC2)C 4-chloro-2-(5-methyl-2-thienyl)-1H-pyrrolo[2,3-b]pyridine